(10S,13S,17S)-17-hydroxy-10,13-dimethyl-6,7,10,11,12,13,16,17-octahydro-3H-cyclopenta[a]phenanthren-3-one O[C@H]1CC=C2C=3CCC4=CC(C=C[C@@]4(C3CC[C@]12C)C)=O